pentafluorophenylhydroxylamine FC1=C(C(=C(C(=C1NO)F)F)F)F